FC(C(C(=O)OCC1=CC=CC=C1)O)(F)F Benzyl 3,3,3-trifluoro-2-hydroxypropionate